(3-Aminopropylamino)-2,10-difluoro-12H-benzothiopyrano[2,3-c]Quinolin-12-one NCCCNC1=C2C3=C(C=NC2=CC=C1F)SC1=C(C3=O)C=C(C=C1)F